O1CC(CC1)CCNC=1N=CC2=C(N1)NC(C=C2)=O ((2-(tetrahydrofuran-3-yl)ethyl)amino)pyrido[2,3-d]pyrimidin-7(8H)-one